3-nitro-5-(trifluoromethyl)pyridin-2(1H)-one [N+](=O)([O-])C=1C(NC=C(C1)C(F)(F)F)=O